ClC1=NC(=C(N=N1)Cl)Cl 1,3,4-trichlorotriazabenzene